ClC1=C(C=C(C=C1)O)C1=NC(=NC=2C[C@@H](CCC12)C1=C(N=CS1)C)N1CC2(CN(C2)C(C=C)=O)CC1 1-(6-((7R)-4-(2-chloro-5-hydroxyphenyl)-7-(4-methyl-1,3-thiazol-5-yl)-5,6,7,8-tetrahydro-2-quinazolinyl)-2,6-diazaspiro[3.4]octan-2-yl)-2-propen-1-one